N[C@@H](C(=O)O)CC (2R)-2-aminobutyric acid